3-chlorobenzyl ((S)-1-(((S)-5-((1-benzylcyclopropyl)amino)-1-hydroxy-5-oxopentan-2-yl)amino)-3-cyclohexyl-1-oxopropan-2-yl)carbamate C(C1=CC=CC=C1)C1(CC1)NC(CC[C@@H](CO)NC([C@H](CC1CCCCC1)NC(OCC1=CC(=CC=C1)Cl)=O)=O)=O